NC1=NC=2C=CC(=CC2C2=C1[C@H](OC2)C)C(=O)N(CC2=NC=C(C=C2)OC(F)(F)F)C(C)C (3R)-4-amino-3-methyl-N-(2-propanyl)-N-((5-(trifluoromethoxy)-2-pyridinyl)methyl)-1,3-dihydrofuro[3,4-c]quinoline-8-carboxamide